2-oxo-1-(piperazine-1-carbonyl)indole-6-carboxylic acid methyl ester hydrochloride Cl.COC(=O)C1=CC=C2CC(N(C2=C1)C(=O)N1CCNCC1)=O